5-chloro-2-(4-pyridinyl)-4-[3-(2-thienyl)piperazin-1-yl]-1H-pyrimidin-6-one ClC1=C(N=C(NC1=O)C1=CC=NC=C1)N1CC(NCC1)C=1SC=CC1